2-imino-5-{[5-(2-nitrophenyl)-2-furyl]methylene}-1,3-thiazolidin-4-one N=C1SC(C(N1)=O)=CC=1OC(=CC1)C1=C(C=CC=C1)[N+](=O)[O-]